(S)-9-(2-((tert-butyldiphenylsilyl)oxy)ethyl)-5-chloro-4-fluoro-2-(methylthio)-9,10-dihydro-8H-7-oxa-1,3,6,10-tetraazacyclohepta[de]naphthalene [Si](C1=CC=CC=C1)(C1=CC=CC=C1)(C(C)(C)C)OCC[C@@H]1NC=2C=3C(=NC(=C(C3N=C(N2)SC)F)Cl)OC1